FC1=C2CN(CC2=CC=C1)C(=O)C1=CC2=C(N=C(O2)C2C(NC(CC2)=O)=O)C=C1 3-(6-(4-fluoroisoindoline-2-carbonyl)benzo[d]oxazol-2-yl)piperidine-2,6-dione